N-[2-[(3R,5S)-3,5-dimethylpiperazin-1-yl]ethyl]-6-[5-(6-methyl-2-pyridyl)-1H-imidazol-4-yl]quinolin-3-amine C[C@@H]1CN(C[C@@H](N1)C)CCNC=1C=NC2=CC=C(C=C2C1)C=1N=CNC1C1=NC(=CC=C1)C